FC1(CC(C1)[C@@H](CC(=O)N[C@@H](CCC)C1=CC(=CC=C1)OC(F)F)O)F (R)-3-(3,3-difluorocyclobutyl)-N-((S)-1-(3-(difluoromethoxy)phenyl)butyl)-3-hydroxypropionamide